ClC1=NC=CC(=C1)N1C[C@H](CC1)NC(C1=CC=C(C=C1)C1=NC=CC2=C1C=CO2)=O (S)-N-[1-(2-chloropyridin-4-yl)pyrrolidin-3-yl]-4-(furo[3,2-c]pyridin-4-yl)benzamide